N-Methyl-7-(2-(tetrahydro-2H-pyran-2-yl)-2H-1,2,3-triazol-4-yl)-N-(2,2,6,6-tetramethylpiperidin-4-yl)-5H-isochromeno[3,4-d]thiazol-2-amine CN(C=1SC2=C(N1)OCC=1C=C(C=CC12)C1=NN(N=C1)C1OCCCC1)C1CC(NC(C1)(C)C)(C)C